C(C)N(C=1N=NC(=CC1)C1=CC=C(C=2N=CSC21)C=2C=NNC2)C2CC(NC(C2)(C)C)(C)C N-ethyl-6-[4-(1H-pyrazol-4-yl)-1,3-benzothiazol-7-yl]-N-(2,2,6,6-tetramethylpiperidin-4-yl)pyridazin-3-amine